CN1N=CC(=C1)NC1=NC=CC(=N1)C1=CC2CCC(C1)N2C(C(=O)O)=O 2-(3-(2-((1-methyl-1H-pyrazol-4-yl)amino)pyrimidin-4-yl)-8-azabicyclo[3.2.1]oct-2-en-8-yl)-2-oxoacetic acid